4-(1-methyl-4-(trifluoromethyl)-1H-imidazol-2-yl)benzohydrazide CN1C(=NC(=C1)C(F)(F)F)C1=CC=C(C(=O)NN)C=C1